COCCOCC1=CC2=C(S1)C1=C(C(C3=C2C(=C(C=C3)F)F)=O)C=CC=C1 2-((2-methoxyethoxy)methyl)-4,5-difluoro-8H-dibenzo[3,4:6,7]cyclohepta[1,2-b]thiophen-8-one